2-Chloro-4-(4-fluorophenyl)-1,3-oxazole ClC=1OC=C(N1)C1=CC=C(C=C1)F